2-(2,3-dihydrobenzo[b][1,4]dioxin-5-yl)acetohydrazide O1C2=C(OCC1)C(=CC=C2)CC(=O)NN